(2R)-2-amino-3-methylbutanoic acid N[C@@H](C(=O)O)C(C)C